(4aS,9aR)-6-fluoro-2-methyl-7-(trifluoromethoxy)-2,3,4,4a,9,9a-hexahydroindeno[2,1-b][1,4]oxazine hydrochloride Cl.FC=1C(=CC=2C[C@H]3OC(CN[C@H]3C2C1)C)OC(F)(F)F